ClC=1C=C(C=CC1OCC1=CC=NC=C1)NC=1C2=C(N=CN1)NC=C2C2CCN(CC2)C(C=C)=O 1-(4-(4-((3-chloro-4-(pyridin-4-ylmethoxy)phenyl)amino)-7H-pyrrolo[2,3-d]pyrimidin-5-yl)piperidin-1-yl)prop-2-en-1-one